2-((2-acetyl-4-fluorophenyl)amino)-5-fluoro-4-(trifluoromethyl)-benzoic acid methyl ester COC(C1=C(C=C(C(=C1)F)C(F)(F)F)NC1=C(C=C(C=C1)F)C(C)=O)=O